2-[2-(3-Chloro-2-methyl-phenyl)ethynyl]-1-methyl-5-(6-methyl-3-pyridyl)imidazole-4-carbonitrile ClC=1C(=C(C=CC1)C#CC=1N(C(=C(N1)C#N)C=1C=NC(=CC1)C)C)C